ClC1=C(C(=O)N(CC)CC)C=CC(=C1)C1=CC(=C2C(=N1)C=CS2)NCCCN2CCCC2 2-chloro-N,N-diethyl-4-(7-((3-(pyrrolidin-1-yl)propyl)amino)thieno[3,2-b]pyridin-5-yl)benzamide